2,5-dioxopyrrolidin-1-yl-4-benzoylbenzoate O=C1N(C(CC1)=O)C1=C(C(=O)[O-])C=CC(=C1)C(C1=CC=CC=C1)=O